S(C1=C(C=CC(=C1)C(C)(C)CC(C)(C)C)O)C1=C(C=CC(=C1)C(C)(C)CC(C)(C)C)O thiobis(4-tert-octylphenol)